O[C@H]1[C@H](O)[C@@H](O)[C@@H](O)[C@H](O1)CO β-d-galactose